BrC=1N=C(N(C1Br)C)C1CC2(CN(C2)C(=O)OC(C)(C)C)C1 tert-butyl 6-(4,5-dibromo-1-methyl-imidazol-2-yl)-2-azaspiro[3.3]heptane-2-carboxylate